(5-amino-8-bromo-2-(pyridin-2-ylmethyl)-[1,2,4]triazolo[1,5-c]pyrimidin-7-yl)-2-fluorobenzonitrile NC1=NC(=C(C=2N1N=C(N2)CC2=NC=CC=C2)Br)C=2C(=C(C#N)C=CC2)F